3,3-dimethyl-1,4-oxathiane-2,6-dione CC1(C(OC(CS1)=O)=O)C